ClC1=C(C(=O)NC2[C@@H]3CN(C[C@H]23)C2=NC=C(C=C2)C=2C=3N(C=C(C2)C=2C=NN(C2)C)N=CC3C#N)C(=CC=C1)F 2-chloro-N-((1R,5S,6s)-3-(5-(3-cyano-6-(1-methyl-1H-pyrazol-4-yl)pyrazolo[1,5-a]pyridin-4-yl)pyridin-2-yl)-3-azabicyclo[3.1.0]hexan-6-yl)-6-fluorobenzamide